N-[3-(2-chloro-5-fluorophenyl)-6-(1-hydroxycyclopropyl)-1-oxo-2,3-dihydro-1H-isoindol-4-yl]-3-fluoro-5-(trifluoromethyl)benzamide ClC1=C(C=C(C=C1)F)C1NC(C2=CC(=CC(=C12)NC(C1=CC(=CC(=C1)C(F)(F)F)F)=O)C1(CC1)O)=O